N[C@@H](CC1=CNC=N1)C(=O)N[C@@H](C)C(=O)O Histidylalanine